1-(6-(4-cyano-3-fluorophenyl)-7-(3-fluoro-4-methoxyphenyl)-1H-imidazo[4,5-c]pyridine-4-yl)piperidin-4-ylcarbamate C(#N)C1=C(C=C(C=C1)C1=C(C2=C(C(=N1)N1CCC(CC1)NC([O-])=O)N=CN2)C2=CC(=C(C=C2)OC)F)F